tert-butyl (1r,5s)-3-(7-bromo-2-chloropyrido[3,2-d]pyrimidin-4-yl)-3,8-diazabicyclo[3.2.1]octane-8-carboxylate BrC1=CC=2N=C(N=C(C2N=C1)N1C[C@H]2CC[C@@H](C1)N2C(=O)OC(C)(C)C)Cl